C(C1=CC=CC=C1)OC1(CC(C1)N1C=C(C2=C1N=NC(=C2)Cl)OCC)C 7-[(1s,3s)-3-(benzyloxy)-3-methylcyclobutyl]-3-chloro-5-ethoxy-7H-pyrrolo[2,3-c]pyridazine